ClC=1C(=C(NC=2C3=C(N=CN2)C=C(C(=N3)O[C@@H]3CN(CC3)C(=O)OC(C)(C)C)F)C=CC1OCC1CC1)F tert-butyl (3S)-3-[4-[3-chloro-4-(cyclopropylmethoxy)-2-fluoro-anilino]-7-fluoro-pyrido[3,2-d]pyrimidin-6-yl]oxypyrrolidine-1-carboxylate